C1=CC=C2C(=C1)C=CC3=CC=CC=C32 The molecule is a polycyclic aromatic hydrocarbon composed of three fused benzene rings which takes its name from the two terms 'phenyl' and 'anthracene.' It has a role as an environmental contaminant and a mouse metabolite. It is an ortho-fused polycyclic arene, an ortho-fused tricyclic hydrocarbon and a member of phenanthrenes.